3-fluoro-4,5,6,7-tetrahydro-1H-indole FC1=CNC=2CCCCC12